C(CCCCCCC)(=O)OC[C@@H](OC(CCCCCCC)=O)COP(=O)(O)OCC[N+](C)(C)C 1,2-di-octanoyl-sn-glycero-3-phosphorylcholine